(S)-5-(1-(3-(ethoxymethyl)-3-(4-fluoro-phenethyl)pyrrolidin-1-yl)cyclopropyl)-4-ethyl-2-methylpyridine C(C)OC[C@@]1(CN(CC1)C1(CC1)C=1C(=CC(=NC1)C)CC)CCC1=CC=C(C=C1)F